(1S,2R)-2-fluoro-N-[(3-{4-[(1-methylpiperidin-4-yl)amino]-1-(2,2,2-trifluoroethyl)-1H-indol-2-yl}-1,2,4-oxadiazol-5-yl)methyl]cyclopropane-1-carboxamide F[C@H]1[C@@H](C1)C(=O)NCC1=NC(=NO1)C=1N(C2=CC=CC(=C2C1)NC1CCN(CC1)C)CC(F)(F)F